p-methyl-cinnamamide CC1=CC=C(C=CC(=O)N)C=C1